COC=1C=2N(C=C(N1)C(=O)NC=1C(=NC=CC1)OC)C=C(N2)C21COC(C2)(C1)C 8-methoxy-N-(2-methoxypyridin-3-yl)-2-(1-methyl-2-oxabicyclo[2.1.1]hexan-4-yl)imidazo[1,2-a]pyrazine-6-carboxamide